5-(2,4-Dichlorobenzyl)-2-isoxazoline-3-carboxylic acid ethyl ester C(C)OC(=O)C1=NOC(C1)CC1=C(C=C(C=C1)Cl)Cl